(R)-3-(2-methylpyrrolidin-1-yl)propan-1-ol ethyl-2-(2-((7-(3-(aminomethyl)phenyl)-4-(pyridin-4-ylmethoxy)benzofuran-5-yl)methoxy)phenyl)acetate C(C)C(C(=O)OCCCN1[C@@H](CCC1)C)C1=C(C=CC=C1)OCC=1C=C(C2=C(C=CO2)C1OCC1=CC=NC=C1)C1=CC(=CC=C1)CN